COC(C1CC2(C1)CCN(CC2)C2=C(C(=C(C=C2)[C@@H]2C=1C=CC(=CC1CC[C@@H]2C2=CC=CC=C2)O)OC)F)OC (5S,6S)-5-(4-(2-(dimethoxymethyl)-7-azaspiro[3.5]nonan-7-yl)-3-fluoro-2-methoxyphenyl)-6-phenyl-5,6,7,8-tetrahydronaphthalen-2-ol